NC1=CC=2N(C(N(CC2C=N1)C1=C(C=CC=C1C)F)=O)[C@H]1CNCCCC1 7-amino-3-(2-fluoro-6-methyl-phenyl)-1-[(3R)-azepan-3-yl]-4H-pyrido[4,3-d]pyrimidin-2-one